COC1=CC(=C(C=C1)NS([O-])(=O)=O)C.[Na+] Sodium N-(4-methoxy-2-methylphenyl)sulfamate